diphenyl-phosphine ruthenium chloride [Ru](Cl)(Cl)Cl.C1(=CC=CC=C1)PC1=CC=CC=C1